O1CCC2=C1C=C(C=C2)C(C)N2CCNCC2 1-(1-(2,3-Dihydrobenzofuran-6-yl)ethyl)piperazine